(S)-3-((S)-sec-butyl)-6-fluoro-N-methyl-2-oxo-1,2,3,5-tetrahydro-4H-pyrido[3,4-e][1,4]diazepine-4-carboxamide [C@H](C)(CC)[C@@H]1N(CC2=C(NC1=O)C=NC=C2F)C(=O)NC